glucosamine sulphate sodium chloride [Cl-].[Na+].S(=O)(=O)(O)O.OC1[C@H](N)[C@@H](O)[C@H](O)[C@H](O1)CO